ClC1=C(C=NN1C)S(=O)(=O)Cl 5-chloro-1-methyl-1H-pyrazole-4-sulfonyl chloride